N-(5-(3-(9H-purin-6-yl)pyridin-2-ylamino)-2-fluorophenyl)-2-fluoro-3-(trifluoromethyl)benzamide N1=CN=C2NC=NC2=C1C=1C(=NC=CC1)NC=1C=CC(=C(C1)NC(C1=C(C(=CC=C1)C(F)(F)F)F)=O)F